1-(4-(3,4-dichlorophenyl)-5-(isopropylthio)thiazol-2-yl)-3-methyl-4-(2-nitrobenzyl)-1H-pyrazole-5-carboxylic acid ClC=1C=C(C=CC1Cl)C=1N=C(SC1SC(C)C)N1N=C(C(=C1C(=O)O)CC1=C(C=CC=C1)[N+](=O)[O-])C